O1CCN(CC1)C1CCN(CC1)C1=CC=C(N)C=C1 4-(4-morpholinopiperidin-1-yl)aniline